(1E,6E)-1,7-bis(4'-hydroxy-3'-methoxyphenyl)-1,6-heptadiene-3,5-dion OC1=C(C=C(C=C1)\C=C\C(CC(\C=C\C1=CC(=C(C=C1)O)OC)=O)=O)OC